(S)-1-hydroxybutane OCCCC